ethyl 2-[(4-{3-azabicyclo[3.1.0]hexan-3-yl}-3,5-difluorophenyl)methyl]-1H-imidazole-5-carboxylate C12CN(CC2C1)C1=C(C=C(C=C1F)CC=1NC(=CN1)C(=O)OCC)F